OC1=C(C=CC(=C1)O[C@@H]1O[C@@H]([C@H]([C@@H]([C@H]1O)O)O)CO)C(C=CC1=CC=CC=C1)=O 1-[2-Hydroxy-4-[(2S,3R,4S,5S,6R)-3,4,5-trihydroxy-6-(hydroxymethyl)oxan-2-yl]oxyphenyl]-3-phenylprop-2-en-1-one